(11R)-6-(2,6-dimethylphenyl)-11-(2,2-dimethylpropyl)-2,2-dioxo-12-spiro[2.3]hexan-5-yl-9-oxa-2λ6-thia-3,5,12,19-tetrazatricyclo[12.3.1.14,8]nonadeca-1(18),4(19),5,7,14,16-hexaen-13-one CC1=C(C(=CC=C1)C)C1=NC=2NS(C=3C=CC=C(C(N([C@@H](COC(=C1)N2)CC(C)(C)C)C2CC1(CC1)C2)=O)C3)(=O)=O